6-cyano-1-methyl-4-[4-(5-methyl-1,3-benzoxazol-2-yl)piperidin-1-yl]-2-oxo-7-[(oxolane-3-yl)oxy]-1,2-dihydroquinoline-3-carboxamide C(#N)C=1C=C2C(=C(C(N(C2=CC1OC1COCC1)C)=O)C(=O)N)N1CCC(CC1)C=1OC2=C(N1)C=C(C=C2)C